8,8,11-trimethyl-5-pentyl-4H,8H-spiro[benzo[c][1,3]dioxino[4,5-f]chromene-2,1'-cyclopentan]-4-one CC1(OC2=CC(=C3C(=C2C2=C1C=CC(=C2)C)OC2(CCCC2)OC3=O)CCCCC)C